FC=1C=2N(C=C(C1)NC(=O)C1=NC=C(N=C1)N1[C@@H]3CCN([C@@H]3C1)C)C=C(N2)C N-(8-Fluoro-2-methyl-imidazo[1,2-a]pyridin-6-yl)-5-[(1R,5R)-2-methyl-2,6-diazabicyclo[3.2.0]heptan-6-yl]pyrazine-2-carboxamide